(R)-6-(5-(7'-amino-7',8'-dihydro-5'H-spiro[piperidine-4,6'-quinolin]-1-yl)-3-vinylpyrazin-2-yl)isoindolin-1-one N[C@H]1C2(CC=3C=CC=NC3C1)CCN(CC2)C=2N=C(C(=NC2)C2=CC=C1CNC(C1=C2)=O)C=C